ethyl 1H-pyrrolo[2,3-b]pyridine-4-carboxylate N1C=CC2=C1N=CC=C2C(=O)OCC